tert-butyl-2,2-difluoro-1-(quinoxalin-6-yl)ethan-1-ol tert-butyl-(1-amino-1,3-dioxo-3-((1-(m-tolyl)-1H-indazol-6-yl)amino)propan-2-yl)carbamate C(C)(C)(C)N(C(=O)OC(C(F)F)(C=1C=C2N=CC=NC2=CC1)C(C)(C)C)C(C(=O)N)C(NC1=CC=C2C=NN(C2=C1)C=1C=C(C=CC1)C)=O